FC(N1N=CC(=C1)C1=C2C(=NC=C1)N(N=C2CNC(C=C)=O)C2=CC=C(C=C2)OC(F)(F)F)F N-[[4-[1-(difluoromethyl)pyrazol-4-yl]-1-[4-(trifluoromethoxy)phenyl]pyrazolo[3,4-b]pyridin-3-yl]methyl]prop-2-enamide